6-cyclopropoxy-5-nitro-2H-indazole C1(CC1)OC=1C(=CC2=CNN=C2C1)[N+](=O)[O-]